ClC=1C=CC2=C(N=C(O2)NC(=O)[C@@H]2CC[C@H](CC2)C=2OC(=NN2)C2CC(C2)OC(F)(F)F)C1 trans-N-(5-chlorobenzo[d]oxazol-2-yl)-4-(5-(3-(cis-trifluoromethoxy)cyclobutyl)-1,3,4-oxadiazol-2-yl)cyclohexanecarboxamide